COC=1C=C(N=NC1)C(C)N 1-(5-methoxypyridazin-3-yl)ethanamine